C(CC)OC(CCCC)=O.C(C)(=O)OCCC(C)C isoamyl acetate propyl-valerate